trans-4-(trifluoromethyl)cyclohexanamine FC([C@@H]1CC[C@H](CC1)N)(F)F